C(C)(C)(C)OC(=O)NC1=CC=C(C=N1)CC[C@@H](C(=O)O)NC(=O)OCC1C2=CC=CC=C2C=2C=CC=CC12 (2S)-4-(6-{[(tert-butoxy)carbonyl]amino}pyridin-3-yl)-2-({[(9H-fluoren-9-yl)methoxy]carbonyl}amino)butanoic acid